CN1N=C(C=C1)C1=NN2C(=NC=3C=CC=CC3C2=N1)N[C@H]1C(NCCNC1)=O (6R)-6-{[2-(1-methyl-1H-pyrazol-3-yl)[1,2,4]triazolo[1,5-c]quinazolin-5-yl]amino}-1,4-diazepan-5-one